5-BROMO-1-PHENYL-3-[4-(TRIFLUOROMETHYL)PHENYL]-1H-PYRAZOLE-4-CARBOXALDEHYDE BrC1=C(C(=NN1C1=CC=CC=C1)C1=CC=C(C=C1)C(F)(F)F)C=O